butenyl ethylene oxide C(=CCC)C1CO1